FC(OC[C@H]1N(C[C@H](C1)OC1=CC=C(C=C1)C(F)(F)F)C1=CC=C(C(=O)N[C@@H](CNC(OC)=O)C2=CC=C(C=C2)S(=O)(=O)CC)C=C1)F methyl ((R)-2-(4-((2S,4S)-2-((difluoromethoxy)methyl)-4-(4-(trifluoromethyl)phenoxy)pyrrolidin-1-yl)benzoylamino)-2-(4-(ethylsulfonyl)phenyl)ethyl)carbamate